tert-butyl ((1S,3S)-3-((4-(7-fluoro-3-isopropyl-2-methyl-2H-indazol-5-yl)pyrimidin-2-yl)amino)cyclopentyl)carbamate FC1=CC(=CC2=C(N(N=C12)C)C(C)C)C1=NC(=NC=C1)N[C@@H]1C[C@H](CC1)NC(OC(C)(C)C)=O